benzimidazolo[2,1-a]isoquinoline-6(5H)-one C1=CC=CC=2CC(N3C(C12)=NC1=C3C=CC=C1)=O